C\C=C/C1=CC=CC=C1 cis-β-methylstyrene